2-({3-[(5-Hydroxypentyl)oxy]-4-(4-methylpiperazin-1-yl)phenyl}amino)-6-methyl-5-[2-(triisopropylsilyl)ethynyl]-8H-pyrido[2,3-d]pyrimidin-7-one OCCCCCOC=1C=C(C=CC1N1CCN(CC1)C)NC=1N=CC2=C(N1)NC(C(=C2C#C[Si](C(C)C)(C(C)C)C(C)C)C)=O